N-(3-{6-[(3S)-3-Hydroxybut-1-yn-1-yl]-5-(morpholin-4-yl)pyridin-3-yl}-4-methylphenyl)-2-(trifluoromethyl)pyridine-4-carboxamide O[C@H](C#CC1=C(C=C(C=N1)C=1C=C(C=CC1C)NC(=O)C1=CC(=NC=C1)C(F)(F)F)N1CCOCC1)C